CN(C(=O)C=1C=C(C=CC1)C1=CC=C(C=C1)C=1C(=NN(N1)COCC[Si](C)(C)C)C(=O)OCC)C ethyl 5-(3'-(dimethylcarbamoyl)-[1,1'-biphenyl]-4-yl)-2-((2-(trimethylsilyl) ethoxy) methyl)-2H-1,2,3-triazole-4-carboxylate